Trans-(S,S)-cyclohexane-1,2-diamine [C@@H]1([C@@H](CCCC1)N)N